FC1=CC=C(C=C1)N1N=CC=2C1=NC(=NC2NC(=O)C=2SC(=CC2)[N+](=O)[O-])C=2C=CC=1N(C2)C=CN1 N-(1-(4-fluorophenyl)-6-(imidazo[1,2-a]pyridin-6-yl)-1H-pyrazolo[3,4-d]pyrimidin-4-yl)-5-nitrothiophene-2-carboxamide